tert-butyl (R or S)-2-methyl-4-(5-((S)-3-methyl-2,6-dioxopiperidin-3-yl)pyridin-2-yl)piperazine-1-carboxylate C[C@H]1N(CCN(C1)C1=NC=C(C=C1)[C@]1(C(NC(CC1)=O)=O)C)C(=O)OC(C)(C)C |o1:1|